OC=1C=C(C(=O)NCC(=O)NC(CC(=O)O)C2=CC(=CC(=C2)C(C)(C)C)Br)C=C(C1)NC=1NCC(CN1)O (3S)-N-[3-hydroxy-5-[(1,4,5,6-tetrahydro-5-hydroxy-2-pyrimidinyl)amino]benzoyl]glycyl-3-[3-bromo-5-(1,1-dimethyl-ethyl)phenyl]β-alanine